(2S,4S,5R,6R)-6-((1R,2R)-3-(2-(4-chlorophenyl)acetamido)-1,2-dihydroxypropyl)-4-hydroxy-5-(2-hydroxyacetamido)-2-((6-(prop-2-yn-1-yloxy)hexyl)thio)tetrahydro-2H-pyran-2-carboxylic acid ClC1=CC=C(C=C1)CC(=O)NC[C@H]([C@@H](O)[C@H]1[C@@H]([C@H](C[C@@](O1)(C(=O)O)SCCCCCCOCC#C)O)NC(CO)=O)O